P([O-])([O-])[O-].[NH4+].[NH4+].[NH4+] triammonium phosphite